NC1=NC=CC(=C1)NCC=1N=C2N(C=C(C=C2C#N)C2CC2)C1 2-(((2-aminopyridin-4-yl)amino)methyl)-6-cyclopropylimidazo[1,2-a]pyridine-8-carbonitrile